7-(8-methoxy-2-methyl-imidazo[1,2-b]pyridazin-6-yl)-2-[(3R,4R)-3,4-difluoro-4-piperidyl]thiazolo[3,2-a]pyrimidin-5-one COC=1C=2N(N=C(C1)C=1N=C3N(C(C1)=O)C=C(S3)[C@@]3([C@@H](CNCC3)F)F)C=C(N2)C